tert-butyldimethylsilylpropyllithium [Si](C)(C)(C(C)(C)C)CCC[Li]